bis(phenyl)-9,9-spirobifluorene C1(=CC=CC=C1)C1=C(C=2C3(C4=CC=CC=C4C2C=C1)C1=CC=CC=C1C=1C=CC=CC13)C1=CC=CC=C1